cyclopropyl-[5-(2-fluorophenyl)-6-methyl-[1,3]thiazolo[4,5-b]pyridin-3(2H)-yl]methanone C1(CC1)C(=O)N1CSC=2C1=NC(=C(C2)C)C2=C(C=CC=C2)F